imidazoline perchlorate Cl(=O)(=O)(=O)O.N1C=NCC1